C(C)N1N=CC(=C1)C1=CC=C2C(=CC=NC2=C1)OC1=CC=C(C=C1)NC(=O)C1(CC1)C(=O)NC1=CC=C(C=C1)F 1-N-[4-[7-(1-ethylpyrazol-4-yl)quinolin-4-yl]Oxyphenyl]-1-N'-(4-fluorophenyl)cyclopropane-1,1-dicarboxamide